4-(4-((5-(morpholinomethyl)furan-2-yl)ethynyl)phenyl)-2-oxopyridin O1CCN(CC1)CC1=CC=C(O1)C#CC1=CC=C(C=C1)C1=CC(NC=C1)=O